C(C)OC(=O)C=1C(=C(N2C=CC=C2C1)C(C)OCC=1SC=CN1)C 6-methyl-5-(1-(thiazol-2-ylmethoxy)ethyl)indolizine-7-carboxylic acid ethyl ester